C1(CC1)S(=O)(=O)NC=1SC=C(N1)[C@H](C(=O)NC1=C(C=C(C=C1)C1=NC(=CN=C1)OCC)F)CC (R)-2-(2-(cyclopropanesulfonamido)thiazol-4-yl)-N-(4-(6-ethoxypyrazin-2-yl)-2-fluorophenyl)butanamide